COC(CCSSCCC(=O)O)=O 3,3'-dithiodipropionic acid methyl ester